OCC=1N=C(SC1)C1(CC(OC(C1)C)C)O 4-(4-(hydroxymethyl)thiazol-2-yl)-2,6-dimethyltetrahydro-2H-pyran-4-ol